C(C)(C)(C)OC(CNC1=C(C=2C[C@@H](CCC2C=C1OCOCCOC)N)F)=O ({(7R)-7-amino-1-fluoro-3-[(2-methoxyethoxy)methoxy]-5,6,7,8-tetrahydronaphthalen-2-yl}amino)acetic acid tert-butyl ester